ClC=1C=C(C=CC1F)/C=C/C(=O)NCC(=O)N1CCN(CC1)S(=O)(=O)C (E)-3-(3-chloro-4-fluorophenyl)-N-(2-(4-(methylsulfonyl)piperazin-1-yl)-2-oxoethyl)acrylamide